ClC=1C=CC=C2C=CC=C(C12)C1=CC=C2C(=NC(=NC2=C1)OC[C@H]1N(CCC1)C)N1[C@@H]2CCN([C@@H]2C1)C(C=C)=O 1-((1R,5R)-6-(7-(8-chloronaphthalen-1-yl)-2-(((S)-1-methylpyrrolidin-2-yl)methoxy)quinazolin-4-yl)-2,6-diazabicyclo[3.2.0]hept-2-yl)prop-2-en-1-one